tert-butyl (S)-2-methyl-2-((S)-3,3,3-trifluoro-1-hydroxypropyl)-pyrrolidine-1-carboxylate C[C@@]1(N(CCC1)C(=O)OC(C)(C)C)[C@H](CC(F)(F)F)O